2-(3-bromophenyl)-5-(chloromethyl)-1,3,4-oxadiazole BrC=1C=C(C=CC1)C=1OC(=NN1)CCl